methyl (R)-4-(3-fluoro-2-((R)-1-fluoroethyl)phenyl)-2-(fluoromethyl)-5-oxo-1,4,5,7-tetrahydrofuro[3,4-b]pyridine-3-carboxylate FC=1C(=C(C=CC1)[C@@H]1C2=C(NC(=C1C(=O)OC)CF)COC2=O)[C@@H](C)F